ClC=1C(=C(C=CC1)NC1=CC=NC2=CC=C(C(=C12)C)[N+](=O)[O-])F N-(3-chloro-2-fluoro-phenyl)-5-methyl-6-nitro-quinolin-4-amine